3-chloro-1-indan-5-yl-propan-1-one ClCCC(=O)C=1C=C2CCCC2=CC1